racemic-7-(2,5-difluoro-3-(1-(1-(4-fluorophenyl)ethyl)-1H-pyrazol-4-yl)phenyl)-[1,2,4]triazolo[1,5-a]pyridin-2-amine FC1=C(C=C(C=C1C=1C=NN(C1)[C@H](C)C1=CC=C(C=C1)F)F)C1=CC=2N(C=C1)N=C(N2)N |r|